Pyrrolidinium hexafluorophosphate F[P-](F)(F)(F)(F)F.[NH2+]1CCCC1